rel-(4S,5S)-5-((5-chloro-4-(4-fluoro-1-isopropyl-2-methyl-1H-benzo[d]imidazol-6-yl)pyrimidin-2-yl)amino)-4,5,6,7-tetrahydropyrazolo[1,5-a]pyridin-4-ol ClC=1C(=NC(=NC1)N[C@@H]1[C@@H](C=2N(CC1)N=CC2)O)C=2C=C(C1=C(N(C(=N1)C)C(C)C)C2)F |o1:8,9|